C(#N)CC(=O)OCCCCOC(CC#N)=O 1,4-butanediol bis(cyanoacetate)